tert-Butyl N-[[1-(thiazol-2-ylmethyl)-4-piperidyl]methyl]carbamate S1C(=NC=C1)CN1CCC(CC1)CNC(OC(C)(C)C)=O